4-(2-carbamoyl-4-(4-(2-fluoroprop-2-enoylamino)-2-methyl-phenyl)-5-methyl-1H-pyrrol-3-yl)-2-fluoro-benzoic acid C(N)(=O)C=1NC(=C(C1C1=CC(=C(C(=O)O)C=C1)F)C1=C(C=C(C=C1)NC(C(=C)F)=O)C)C